rac-N-((1r,3r)-3-(3-chloro-4-cyanophenoxy)-2,2,4,4-tetramethylcyclobutyl)-4-(4-((2-(2,6-dioxopiperidin-3-yl)-1,3-dioxo-2,8-diazaspiro[4.5]decan-8-yl)methyl)piperidin-1-yl)benzamide ClC=1C=C(OC2C(C(C2(C)C)NC(C2=CC=C(C=C2)N2CCC(CC2)CN2CCC3(CC(N(C3=O)[C@H]3C(NC(CC3)=O)=O)=O)CC2)=O)(C)C)C=CC1C#N |r|